N-(4-(1,3-dioxolan-2-yl)phenyl)-4-(3-aminopropanamido)-1-methyl-1H-pyrrole-2-carboxamide O1C(OCC1)C1=CC=C(C=C1)NC(=O)C=1N(C=C(C1)NC(CCN)=O)C